Di-para-toluoyl-L-tartaric acid C1(=CC=C(C=C1)C(=O)[C@]([C@](C(=O)O)(O)C(=O)C1=CC=C(C=C1)C)(O)C(=O)O)C